C[C@@H]1CC2=NN3C(C(N(CC(C3)C3=NNC=C3)C)=O)=C2CN1C(=O)OC(C)(C)C (3R)-tert-butyl 3,10-dimethyl-11-oxo-8-(1H-pyrazol-3-yl)-3,4,8,9,10,11-hexahydro-1H-pyrido[4',3':3,4]pyrazolo[1,5-a][1,4]diazepine-2(7H)-carboxylate